BrC=1C(=NC=C(C1C)C)OC1=C(C=C(C=C1)F)C 3-bromo-2-(4-fluoro-2-methyl-phenoxy)-4,5-dimethyl-pyridine